N-[(1R)-1-[3-(1,1-difluoro-2-hydroxy-ethyl)-2-fluoro-phenyl]ethyl]-1-(4-methoxyphenyl)-6-oxo-pyridine-3-carboxamide FC(CO)(F)C=1C(=C(C=CC1)[C@@H](C)NC(=O)C1=CN(C(C=C1)=O)C1=CC=C(C=C1)OC)F